di-tert-butyl oxalate C(C(=O)OC(C)(C)C)(=O)OC(C)(C)C